C(CCCCCCCCCCCCCCCCCCCCC)(=O)O.C(CCCCCCCCCCCCCCCCCCCCC)(=O)O.C(CCCCCCCCCCCCCCCCCCCCC)(=O)O.C(CCCCCCCCCCCCCCCCCCCCC)(=O)O.C(O)C(CC)(CO)CO.C(O)C(CC)(CO)CO di-(1,1,1-trimethylolpropane) tetrabehenate